4-Chloro-3-(2-chloro-5-fluorophenyl)-2-(4-methoxybenzyl)-2,3,6,9a-tetrahydro-1H-imidazo[1,2-a]pyrrolo[3,4-e]pyridin-1-one ClC=1C=C2N(C3C1C(N(C3=O)CC3=CC=C(C=C3)OC)C3=C(C=CC(=C3)F)Cl)C=CN2